N-methyl-homoserine CN[C@@H](CCO)C(=O)O